5-bromo-3-(5-phenyl-1,2,4-Oxadiazol-3-yl)pyridin-2-amine BrC=1C=C(C(=NC1)N)C1=NOC(=N1)C1=CC=CC=C1